sulfuric acid (sulfate) S(=O)(=O)(O)O.S(O)(O)(=O)=O